6-fluoro-N-tetrahydrofuran-3-yl-4-[3-(trifluoromethyl)-7,8-dihydro-5H-1,6-naphthyridin-6-yl]quinazolin-2-amine FC=1C=C2C(=NC(=NC2=CC1)NC1COCC1)N1CC=2C=C(C=NC2CC1)C(F)(F)F